C(=C)P(C1=CC=CC=C1)(C1=CC=CC=C1)=O vinyldiphenyl-phosphine oxide